((2-amino-7H-purin-6-yl)thio)-N-(3,4-dimethoxyphenyl)acetamide NC1=NC(=C2NC=NC2=N1)SCC(=O)NC1=CC(=C(C=C1)OC)OC